C[C@@H]1[C@H]([C@@H]([C@]23[C@H]([C@]1(C)C/C=C(/C)\\C=C)C[C@H](C=C2[C@H](O[C@H]3OC(=O)C)OC(=O)C)OC(=O)CC(C)C)O)OC(=O)C The molecule is a diterpenoid of the clerodane group isolated from the bark of Casearia grewiifolia and has been shown to exhibit antimalarial and antimycobacterial activity. It has a role as a metabolite, an antimalarial and an antimycobacterial drug. It is an acetate ester, a cyclic ether, a diterpenoid and an organic heterotricyclic compound.